(2S)-N1-(2-(2,6-dioxopiperidin-3-yl)-1-oxoisoindolin-5-yl)-N2-methylindoline-1,2-dicarboxamide O=C1NC(CCC1N1C(C2=CC=C(C=C2C1)NC(=O)N1[C@@H](CC2=CC=CC=C12)C(=O)NC)=O)=O